(S)-2-((tert-Butoxycarbonyl)amino)-3-(7-chloro-1H-indol-3-yl)propanoic acid C(C)(C)(C)OC(=O)N[C@H](C(=O)O)CC1=CNC2=C(C=CC=C12)Cl